FC(C=1C=NC=CC1N1C[C@@H](CCC1)CN1C[C@@H](C([C@@H](C1)O)O)O)(F)F (3S,4S,5R)-1-(((S)-1-(3-(trifluoromethyl)pyridin-4-yl)piperidin-3-yl)methyl)piperidine-3,4,5-triol